1,3-dipropylpyrrolidinium methanesulfonate CS(=O)(=O)[O-].C(CC)[NH+]1CC(CC1)CCC